lead (ii) bromide [Pb](Br)Br